(5-((2,6-difluoro-3,5-dimethoxybenzyl)oxy)pyrimidin-2-yl)-7-(dimethoxymethyl)-6-((4-methyl-2-oxopiperazin-1-yl)methyl)-3,4-dihydro-1,8-naphthyridine-1(2H)-carboxamide FC1=C(COC=2C=NC(=NC2)C2N(C3=NC(=C(C=C3CC2)CN2C(CN(CC2)C)=O)C(OC)OC)C(=O)N)C(=C(C=C1OC)OC)F